The molecule is a member of the class of hydroxypyrimidines obtained by cyclocondensation of L-arginine and methylglyoxal; a methyl glyoxal-derived advanced glycation end-product (AGE) in familial amyloidotic polyneuropathy and human cancers. It has a role as an epitope. It is a L-arginine derivative, a hydroxypyrimidine and a non-proteinogenic alpha-amino acid. CC1=C(C(=NC(=N1)NCCC[C@@H](C(=O)O)N)C)O